C(C)(C)(C)C1=NN(C(=C1)C(=O)NC1=C(C=C(C=C1/C=N/O)Br)Br)C1=NC=CC=C1Cl (E)-3-(tert-butyl)-1-(3-chloropyridin-2-yl)-N-(2,4-dibromo-6-((hydroxyimino)methyl)phenyl)-1H-pyrazole-5-carboxamide